6-(4-(2,2-difluoro-7-((5-methoxy-7-methyl-1H-indol-4-yl)methyl)-7-azaspiro[3.5]nonan-6-yl)phenyl)pyridin-2(1H)-one FC1(CC2(C1)CC(N(CC2)CC2=C1C=CNC1=C(C=C2OC)C)C2=CC=C(C=C2)C2=CC=CC(N2)=O)F